3-((4-(2-(4-phenethylpiperazin-1-yl)acetyl)piperazin-1-yl)methyl)benzoic acid C(CC1=CC=CC=C1)N1CCN(CC1)CC(=O)N1CCN(CC1)CC=1C=C(C(=O)O)C=CC1